Methyl (4-ethoxybenzoyl)-D-leucinate C(C)OC1=CC=C(C(=O)N[C@H](CC(C)C)C(=O)OC)C=C1